3-(2-chloro-4-(trifluoromethyl)pyridinyl)-5-(chloromethyl)-1,2,4-oxadiazole ClC1=NC=CC(=C1C1=NOC(=N1)CCl)C(F)(F)F